CN1N=NC2=C1C=CC(=C2C)C(C(C(=O)[O-])(C)C)C2=CC(=CC=C2)COCC2=CC=C(C=C2)OC 3-(1,4-dimethyl-1H-benzo[d][1,2,3]triazol-5-yl)-3-(3-(((4-methoxybenzyl) oxy) methyl) phenyl)-2,2-dimethylpropionate